(8S) or (8R)-8-methyl-4-(morpholin-4-yl)-7,14-dioxa-10,19,20-triazatetracyclo[13.5.2.12,6.018,21]tricosa-1(20),2,4,6(23),15,17,21-heptaene C[C@@H]1OC=2C=C(C=C(C3=NNC4=CC=C(OCCCNC1)C=C34)C2)N2CCOCC2 |o1:1|